N-[4-[3-(aminomethyl)piperidine-1-carbonyl]-3-chlorophenyl]-5-[1-cyclopropyl-3-(trifluoromethyl)pyrazol-4-yl]-1-methylimidazole-2-carboxamide NCC1CN(CCC1)C(=O)C1=C(C=C(C=C1)NC(=O)C=1N(C(=CN1)C=1C(=NN(C1)C1CC1)C(F)(F)F)C)Cl